(5-chlorothien-2-yl)-4-methoxypyrrolidine ClC1=CC=C(S1)N1CCC(C1)OC